The molecule is an amino disaccharide that consists of two 2-acetamido-3-O-acetyl-2-deoxy-alpha-D-galactopyranuronosyl units joined by a (1->4)-linkage. It is a carbohydrate acid derivative and an amino disaccharide. CC(=O)N[C@@H]1[C@H]([C@H]([C@H](O[C@@H]1O)C(=O)O)O[C@@H]2[C@@H]([C@H]([C@H]([C@H](O2)C(=O)O)O)OC(=O)C)NC(=O)C)OC(=O)C